BrC=1C=C2C(=CNC2=CC1C)C(=O)O 5-bromo-6-methyl-1H-indole-3-carboxylic acid